(3S)-N-[2-cyano-4-fluoro-3-[3-[(3R)-1-oxa-8-azaspiro[4.5]decan-3-yl]-4-oxo-quinazolin-6-yl]oxy-phenyl]-3-methoxy-pyrrolidine-1-sulfonamide C(#N)C1=C(C=CC(=C1OC=1C=C2C(N(C=NC2=CC1)[C@H]1COC2(C1)CCNCC2)=O)F)NS(=O)(=O)N2C[C@H](CC2)OC